rel-6-((2R*,3S*,4S*,5R*)-3-(3,4-difluoro-2-methoxyphenyl)-4,5-dimethyl-5-(trifluoromethyl)tetrahydrofuran-2-yl)-3-((R)-1-hydroxyethyl)-2-methylpyridin-4(1H)-one FC=1C(=C(C=CC1F)[C@H]1[C@@H](O[C@]([C@H]1C)(C(F)(F)F)C)C1=CC(C(=C(N1)C)[C@@H](C)O)=O)OC |o1:8,9,11,12,26|